3-(2-benzothiazolylthio)-1-propanesulfonic acid S1C(=NC2=C1C=CC=C2)SCCCS(=O)(=O)O